BrC=1C=C(C=2N(C1)C=C(N2)C(=O)OCC)C(C)OC ethyl 6-bromo-8-(1-methoxyethyl)imidazo[1,2-a]pyridine-2-carboxylate